BrCC=1C(=NOC1C1CC1)C1=C(C=CC=C1C)Cl 4-(bromomethyl)-3-(2-chloro-6-methylphenyl)-5-cyclopropyl-1,2-oxazole